ClCC([C@]1([C@@H](C[C@H]2[C@@H]3CCC4=CC(C=C[C@]4(C)[C@]34[C@H](C[C@]12C)O4)=O)C)OC(=O)C=4OC=CC4)=O 21-chloro-9β,11β-epoxy-16α-methyl-3,20-dioxopregn-1,4-dien-17-ylfuran-2-carboxylate